C1(CCCCC1)OC1(CNCC1)C 3-(cyclohexyloxy)-3-methylpyrrolidine